O=C1N(CC2=CC(=CC=C12)C[C@@H]1[C@H](CCCC1)NCC=1N=CSC1)C1C(NC(CC1)=O)=O 3-(1-oxo-5-(((1R,2S)-2-((thiazol-4-ylmethyl)amino)cyclohexyl)methyl)isoindolin-2-yl)piperidine-2,6-dione